FC=1C=C(OCCC(=O)NC2CCC(CC2)NC2=CC(=NC3=CC=C(C=C23)Cl)C(F)(F)F)C=CC1 3-(3-fluorophenoxy)-N-[(1s,4s)-4-{[6-chloro-2-(trifluoromethyl)quinolin-4-yl]amino}cyclohexyl]propanamide